NC1=C(C=CC(=C1)F)C1=C(C=C(C(=C1)Cl)C(=O)NC=1C=NC(=C(C1)Cl)N1N=CC=N1)C#C 2'-amino-5-chloro-N-(5-chloro-6-(2H-1,2,3-triazol-2-yl)pyridin-3-yl)-2-ethynyl-4'-fluoro-[1,1'-biphenyl]-4-carboxamide